NN1C=2SC=3CC(CC3C2C(=N[C@H](C1=O)C)C1=C(C=CC=C1F)F)C(=O)OCC ethyl (11S)-9-amino-13-(2,6-difluorophenyl)-11-methyl-10-oxo-7-thia-9,12-diazatricyclo[6.5.0.02,6]trideca-1(8),2(6),12-triene-4-carboxylate